OB1ON=CC2=C1C=CC(=C2)C2=C(O[C@@H](C)C=1C=C(C=C3C(C(=COC13)C)=O)C)C=CC=C2 8-[(1S)-1-[2-(1-hydroxy-2,3,1-benzoxazaborinin-6-yl)phenoxy]ethyl]-3,6-dimethyl-chromen-4-one